4,6-dichloro-5-(2-(difluoromethoxy)phenyl)-2-(4-(ethylsulfonyl)-2-fluorobenzyl)-1H-benzo[d]imidazole ClC1=C(C(=CC=2NC(=NC21)CC2=C(C=C(C=C2)S(=O)(=O)CC)F)Cl)C2=C(C=CC=C2)OC(F)F